ClC1=NN2C(N=CC3=C2C([C@H](CN3C(=O)NC=3C=NC(=C(C3)Cl)N3N=CC=N3)O)(C)C)=C1 (R)-2-chloro-N-(5-chloro-6-(2H-1,2,3-triazol-2-yl)pyridin-3-yl)-8-hydroxy-9,9-dimethyl-8,9-dihydropyrazolo[1,5-a]pyrido[2,3-e]pyrimidine-6(7H)-carboxamide